(S)-3-(2,2,2-trifluoroethyl)pyrrolidine hydrochloride Cl.FC(C[C@H]1CNCC1)(F)F